Cl.ClC[C@H](N)C(=O)O β-Chloro-L-alanine HCl